FC1=CC=C(C=C1)C1=C(C(=NN1C)NC(C[C@H]1C(C(C1)(F)F)(F)F)=O)C1(CCC1)C (R)-N-(5-(4-fluorophenyl)-1-methyl-4-(1-methylcyclobutyl)-1H-pyrazol-3-yl)-2-(2,2,3,3-tetrafluorocyclobutyl)acetamide